BrC1=C(N(C=C(C1=O)C(=O)OCC)CC1CCOCC1)C(=O)OCC diethyl 3-bromo-4-oxo-1-((tetrahydro-2H-pyran-4-yl) methyl)-1,4-dihydropyridine-2,5-dicarboxylate